4-((2,4-Dimethyl-3,4-dihydro-2H-pyrido[4,3-b][1,4]oxazin-8-yl)amino)-N-(4-(4-methylpiperazin-1-yl)phenyl)-2-oxo-1,2-dihydropyridine-3-carboxamide CC1CN(C2=C(O1)C(=CN=C2)NC2=C(C(NC=C2)=O)C(=O)NC2=CC=C(C=C2)N2CCN(CC2)C)C